CC(CC/C=C(/C)\\CC/C=C(\\C)/CC/C=C(\\C)/CCC=C(C)C)CCOP(=O)(O)OP(=O)(O)OC1[C@@H]([C@H]([C@@H]([C@H](O1)CO)O[C@H]2[C@@H]([C@H]([C@@H]([C@H](O2)CO)O[C@H]3[C@H]([C@H]([C@@H]([C@H](O3)CO[C@@H]4[C@H]([C@H]([C@@H]([C@H](O4)CO[C@@H]5[C@H]([C@H]([C@@H]([C@H](O5)CO)O)O)O)O)O[C@@H]6[C@H]([C@H]([C@@H]([C@H](O6)CO)O)O)O[C@@H]7[C@H]([C@H]([C@@H]([C@H](O7)CO)O)O)O)O)O)O[C@@H]8[C@H]([C@H]([C@@H]([C@H](O8)CO)O)O)O[C@@H]9[C@H]([C@H]([C@@H]([C@H](O9)CO)O)O)O[C@@H]1[C@H]([C@H]([C@@H]([C@H](O1)CO)O)O)O)O)O)NC(=O)C)O)NC(=O)C The molecule is a dolichyl diphosphooligosaccharide in which the oligosaccharide moiety is the Man8GlcNAc2 branched decasaccharide alpha-D-Man-(1->2)-alpha-D-Man-(1->2)-alpha-D-Man-(1->3)-[alpha-D-Man-(1->2)-alpha-D-Man-(1->3)-[alpha-D-Man-(1->6)]-alpha-D-Man-(1->6)]-beta-D-Man-(1->4)-beta-D-GlcNAc-(1->4)-D-GlcNAc. It is a conjugate acid of an alpha-D-Man-(1->2)-alpha-D-Man-(1->2)-alpha-D-Man-(1->3)-[alpha-D-Man-(1->2)-alpha-D-Man-(1->3)-[alpha-D-Man-(1->6)]-alpha-D-Man-(1->6)]-beta-D-Man-(1->4)-beta-D-GlcNAc-(1->4)-D-GlcNAc(PP-Dol)(2-).